C(CC)OC(=O)C=1N=C(C2=CC(=CC=C2C1O)OC1=CC=CC=C1)C 4-hydroxy-1-methyl-7-phenoxyisoquinoline-3-carboxylic acid propyl ester